4-amino-N-methyl-N-((4S)-6-(trifluoromethyl)-3,4-dihydro-1H-2-benzopyran-4-yl)-1,3-dihydrofuro[3,4-c][1,7]naphthyridine-8-carboxamide NC1=NC=2C=NC(=CC2C2=C1COC2)C(=O)N([C@@H]2COCC1=C2C=C(C=C1)C(F)(F)F)C